CN(C(COC1=CC=C(C=C1)C(C(=O)NCC=1C=C2CN(C(C2=CC1)=O)C1C(NC(CC1)=O)=O)(F)F)=O)C 2-(4-(2-(dimethylamino)-2-oxoethoxy)phenyl)-N-((2-(2,6-dioxopiperidin-3-yl)-1-oxoisoindolin-5-yl)methyl)-2,2-difluoroacetamide